FC(CN1CCC(CC1)C1(OC2=C(O1)C(=CC(=C2C)C(=O)NCC=2C(NC(=CC2SC)C)=O)C=2C=NC(=NC2)N2CCOCC2)C)F 2-(1-(2,2-difluoroethyl)piperidin-4-yl)-2,4-dimethyl-N-((6-methyl-4-(methylthio)-2-oxo-1,2-dihydropyridin-3-yl)methyl)-7-(2-morpholinopyrimidin-5-yl)benzo[d][1,3]dioxol-5-carboxamide